4,5-dihydro-2-(isopropenyl)oxazole C(=C)(C)C=1OCCN1